The molecule is a member of the class of 1,3-thiazoles having a dimethylaminomethyl substituent at position 2 and an alkylthiomethyl moiety at position 4. It has a role as an anti-ulcer drug, a H2-receptor antagonist and a cholinergic drug. It is a member of 1,3-thiazoles, a C-nitro compound, an organic sulfide, a tertiary amino compound and a carboxamidine. CN/C(=C\\[N+](=O)[O-])/NCCSCC1=CSC(=N1)CN(C)C